N-(cyclopropylmethyl)-N-[1-[3-(5-methyl-1,2,4-oxadiazol-3-yl)pyrazin-2-yl]ethyl]-3,5-bis(trifluoromethyl)benzamide C1(CC1)CN(C(C1=CC(=CC(=C1)C(F)(F)F)C(F)(F)F)=O)C(C)C1=NC=CN=C1C1=NOC(=N1)C